CN(C)CC=1N(C=CN1)C1=CC=C(N)C=C1 4-{2-[(dimethylamino)methyl]Imidazol-1-yl}aniline